(E)-N'-(3,5-dimethoxybenzylidene)-6-(4-(ethylsulfanyl)phenyl)pyrazine-2-carbohydrazide COC=1C=C(\C=N\NC(=O)C2=NC(=CN=C2)C2=CC=C(C=C2)SCC)C=C(C1)OC